CC1(C/C(/C2=CC=CC(=C12)Br)=N/O)C(=O)O.O=C[C@H](O)[C@@H](O)C(=O)[C@H](O)C 4-dehydro-6-deoxyglucose methyl-(Z)-7-bromo-3-(hydroxyimino)-2,3-dihydro-1H-indene-1-carboxylate